2-(1,4,5-triphenyl-1H-imidazol-2-yl)phenol C1(=CC=CC=C1)N1C(=NC(=C1C1=CC=CC=C1)C1=CC=CC=C1)C1=C(C=CC=C1)O